O-benzyl-L-serine isocyanate C(C1=CC=CC=C1)OC[C@H](N)C(=O)N=C=O